C1(=CC=CC=C1)CCC[C@@H](B1OC(C(O1)(C)C)(C)C)NC(=O)[C@@H](CSC1=CC=CC=C1)NC(OC(C)(C)C)=O tert-butyl N-[(1S)-1-{[(1R)-4-phenyl-1-(tetramethyl-1,3,2-dioxaborolan-2-yl) butyl]carbamoyl}-2-(phenylsulfanyl)ethyl]carbamate